(4S)-4-((3-((E)-2-(thiophen-2-yl)vinyl)-1H-pyrazole-1-carbonyl)oxy)pyrrolidine-2-carboxylic acid-hydrochloride Cl.S1C(=CC=C1)/C=C/C1=NN(C=C1)C(=O)O[C@H]1CC(NC1)C(=O)O